C[C@@H]1CN2C(=NC(=C(C2=O)C=2C=NN(C2)CC(C(F)(F)F)(F)F)C(F)(F)F)S1 (2R)-2-methyl-6-[1-(2,2,3,3,3-pentafluoropropyl)-1H-pyrazol-4-yl]-7-(trifluoromethyl)-2H,3H,5H-[1,3]thiazolo[3,2-a]pyrimidin-5-one